bromine chlorine propylene C=CC.[Cl].[Br]